COC1OC(C2=NC(=CC=C21)NC2=NC=C(C(=N2)N[C@H](CO)C2=CC=CC=C2)C=2OC(=NN2)C)(C)C (2S)-2-((2-((5-methoxy-7,7-dimethyl-5,7-dihydrofuro[3,4-b]pyridin-2-yl)amino)-5-(5-methyl-1,3,4-oxadiazol-2-yl)pyrimidin-4-yl)amino)-2-phenylethan-1-ol